[K+].C(\C=C\CCC)(=O)[O-] trans-2-hexenoic acid potassium salt